8-amino-N-(3-{[(2-fluoroethyl)amino]methyl}bicyclo[1.1.1]pentan-1-yl)-6-(4-fluorophenyl)-5-{3-methylimidazo[1,2-a]pyridin-6-yl}imidazo[1,2-a]pyrazine-2-carboxamide NC=1C=2N(C(=C(N1)C1=CC=C(C=C1)F)C=1C=CC=3N(C1)C(=CN3)C)C=C(N2)C(=O)NC23CC(C2)(C3)CNCCF